NC[C@H]1N(CCC1)C1=C(C=CC=2N(C(=NC21)C)C)NC(=O)C2=NN(C(C=C2)=O)C2=C(C=CC=C2F)F (S)-N-(4-(2-(aminomethyl)pyrrolidin-1-yl)-1,2-dimethyl-1H-benzo[d]imidazol-5-yl)-1-(2,6-difluorophenyl)-6-oxo-1,6-dihydropyridazine-3-carboxamide